ClC1=NC=C(C(=C1)N[C@H](CCO)C)C#CC=1C=NC=CC1 (S)-3-((2-Chloro-5-(pyridin-3-ylethynyl)pyridin-4-yl)amino)butan-1-ol